6-(4-(trifluoromethyl)pyrimidin-2-yl)-1,3,5-triazine FC(C1=NC(=NC=C1)C1=NC=NC=N1)(F)F